ClC1=NC=CC(=C1F)OC=1C(=C(C=NC1)NC1=C(C=C(C=C1)C1CC1)F)C 5-[(2-chloro-3-fluoro-4-pyridinyl)oxy]-N-(4-cyclopropyl-2-fluoro-phenyl)-4-methyl-pyridin-3-amine